[I-].ICCN1CN(C=C1)C 3-(2-iodoethyl)-1-methylimidazole iodide